C(C1=CC=CC=C1)O[C@H]1C[C@H](N(C1)C(=O)OC(C)(C)C)C(N(C)C1=CC(=C(C=C1)F)Cl)=O tert-butyl (2S,4S)-4-benzyloxy-2-[(3-chloro-4-fluoro-phenyl)-methylcarbamoyl]pyrrolidine-1-carboxylate